tert-butyl (2S,3R)-3-hydroxy-2-(3-(4-(octyloxy)-3-(trifluoromethyl)phenyl)-1,2,4-oxadiazol-5-yl)pyrrolidine-1-carboxylate O[C@H]1[C@H](N(CC1)C(=O)OC(C)(C)C)C1=NC(=NO1)C1=CC(=C(C=C1)OCCCCCCCC)C(F)(F)F